NC1=NC=CC=C1C(C)N[C@H](COC1=C2C(=NC(=NC2=C(C(=C1Cl)Br)F)OC[C@]12CCCN2C[C@@H](C1)F)O)C=C 5-(((2S)-2-((1-(2-aminopyridin-3-yl)ethyl)amino)but-3-en-1-yl)oxy)-7-bromo-6-chloro-8-fluoro-2-(((2R,7aS)-2-fluorotetrahydro-1H-pyrrolizin-7a(5H)-yl)methoxy)quinazolin-4-ol